C1CC12NCCC(C2)NC(=O)C2CCC(CC2)(C(F)(F)F)O N-[4-azaspiro[2.5]octan-7-yl]-4-hydroxy-4-(trifluoromethyl)cyclohexane-1-carboxamide